NOCCOCCOCCOCCOCCC(=O)N 1-(aminooxy)-3,6,9,12-tetraoxapentadecane-15-amide